ClC1=NC=C2C=C(N=C(C2=C1)O[C@@H]1COCC1)C#N (S)-7-chloro-1-((tetrahydrofuran-3-yl)oxy)-2,6-naphthyridine-3-carbonitrile